NC1=NC=CC(=C1)Cl 2-Amino-4-chloropyridine